NC=1C(=CC(=C(C(=O)N)C1)F)F 5-amino-2,4-difluoro-benzamide